N1C(=NC=C1)C(C)N1C[C@]2(CCN3N=C(C=C32)C=3C=C(C(=NC3)N)C(F)(F)F)CC1 5-{(3R)-1-[1-(1H-imidazol-2-yl)ethyl]-5',6'-dihydrospiro[pyrrolidine-3,4'-pyrrolo[1,2-b]pyrazol]-2'-yl}-3-(trifluoromethyl)pyridin-2-amine